ClC1=CC(=C(N=N1)OC1=CC(=CC=C1)C(F)(F)F)C(=O)N[C@@H](CON1C(C2=CC=CC=C2C1=O)=O)CC1=C(C=C(C=C1)C)C |r| 6-chloro-N-[rac-1-[(2,4-dimethylphenyl)methyl]-2-(1,3-dioxoisoindolin-2-yl)oxy-ethyl]-3-[3-(trifluoromethyl)phenoxy]pyridazine-4-amide